C(C)N(CC(C)C)CC1=CC2=C(C(N(C=C2C(F)(F)F)C2=CC(=CC=C2)C2(CC(C2)C)C2=NN=CN2C)=O)N1 2-((ethyl(isobutyl)amino)methyl)-6-(3-((1s,3s)-3-methyl-1-(4-methyl-4H-1,2,4-triazol-3-yl)cyclobutyl)phenyl)-4-(trifluoromethyl)-1,6-dihydro-7H-pyrrolo[2,3-c]pyridin-7-one